5-allyl 1-(2-(2-(2-(2-hydroxyethoxy)ethoxy)ethoxy)ethyl) (((9H-fluoren-9-yl)methoxy)carbonyl)-L-glutamate C1=CC=CC=2C3=CC=CC=C3C(C12)COC(=O)N[C@@H](CCC(=O)OCC=C)C(=O)OCCOCCOCCOCCO